[Si](C)(C)(C(C)(C)C)O[C@H]1CC(C2(C1)CCN(CC2)C2=NC(=CC(=N2)C#N)C)=O (R)-2-(3-((tert-butyldimethylsilyl)oxy)-1-oxo-8-azaspiro[4.5]decan-8-yl)-6-methylpyrimidine-4-carbonitrile